CN1CCN(CC1)C(C)=O N-methyl-N'-acetyl-piperazine